N[C@@H](C(C)C)C(=O)N[C@@H](CCCCNC(=O)OCC(Cl)(Cl)Cl)C(=O)NC1=CC=C(C=C1)CO L-Valyl-N-[4-(hydroxymethyl)phenyl]-N6-[(2,2,2-trichloroethoxy)carbonyl]-L-lysinamide